C(C)OC(C(CCCNC(NCCCC(C(OCC)OCC)[SiH3])=O)[SiH3])OCC bis(4-diethoxymethyl-silylbutyl)urea